C(C=C)C=1C=CC(=C(C1)C1=C(C=CC(=C1)CC=C)O)O 5,5'-Diallyl-2,2'-dihydroxybiphenyl